6-Iodo-1,3-benzothiazol-2-amine IC1=CC2=C(N=C(S2)N)C=C1